5-amino-N,N-dimethylnicotinamide NC=1C=NC=C(C(=O)N(C)C)C1